4-((4-(2-cyanovinyl)-2,6-dimethylphenyl)amino)-6-methoxyquinazolin C(#N)C=CC1=CC(=C(C(=C1)C)NC1=NC=NC2=CC=C(C=C12)OC)C